2-(2-chlorophenyl)-N-(1-(3-(dimethylamino)benzyl)-4-sulfamoyl-1H-indazol-6-yl)acetamide ClC1=C(C=CC=C1)CC(=O)NC1=CC(=C2C=NN(C2=C1)CC1=CC(=CC=C1)N(C)C)S(N)(=O)=O